CC1C=CC2=CC(=CC=C12)C 1,5-dimethyl-1H-indene